4-vinyl-4'-propyl-1,1'-bicyclohexane C(=C)C1CCC(CC1)C1CCC(CC1)CCC